5-Fluoro-5'-deoxyuridine FC=1C(NC(N([C@H]2[C@H](O)[C@H](O)[C@@H](C)O2)C1)=O)=O